6-iso-propylbenzene C(C)(C)C1=CC=CC=C1